C[Si](CCC=1C(=C(C(=O)O)C(=CC1\C=C\C(=O)OC(C)(C)C)Cl)Cl)(C)C (E)-2-(trimethylsilyl)ethyl-4-(3-(tert-butoxy)-3-oxoprop-1-en-1-yl)-2,6-dichlorobenzoic acid